(S)-1-(pyridin-4-yl)ethylamine N1=CC=C(C=C1)[C@H](C)N